N1(C=NC=C1)C=1C=CN(C(C1)=O)C1CCC(CC1)OC 4-(1H-imidazol-1-yl)-N-((1r,4r)-4-methoxycyclohexyl)-6-oxo-1,6-dihydropyridine